tributyl-methylphosphonium bis(trifluoromethanesulfonyl)imide [N-](S(=O)(=O)C(F)(F)F)S(=O)(=O)C(F)(F)F.C(CCC)[P+](C)(CCCC)CCCC